O=S1(OCC(C1)O[Si](OCCC#N)(C)C)=O 3-((((2,2-Dioxido-1,2-oxathiolan-4-yl)oxy)dimethylsilyl)oxy)propanenitrile